CC1=C(C=C(C=C1)[C@@H](CN[C@@H]([C@H]1CNC2=CC=CN=C2C1)C1=CC=CC=C1)C)CC(=O)O |o1:7| 2-(2-methyl-5-((S or R)-1-(((S)-phenyl((R)-1,2,3,4-tetrahydro-1,5-naphthyridin-3-yl)methyl)amino)propan-2-yl)phenyl)acetic acid